N-acetyl-L-alanyl-L-alanine C(C)(=O)N[C@@H](C)C(=O)N[C@@H](C)C(=O)O